C(=O)C=1C=CC(=C(C1)C[C@H](C(=O)OCC)O)OCC1=NC(=NC=C1)C1=C(C=CC=C1)OC (R)-ethyl 3-(5-formyl-2-((2-(2-methoxyphenyl)pyrimidin-4-yl)methoxy)phenyl)-2-hydroxypropanoate